CC1=NC=C(N=C1Cl)Cl 2-methyl-3,5-dichloropyrazine